2,2,2-Trifluoroethyl (S)-4-(4-methoxyphenyl)-2-(methylamino)butanoate hydrochloride Cl.COC1=CC=C(C=C1)CC[C@@H](C(=O)OCC(F)(F)F)NC